C(C)(=O)O.C(C)C=1C(NC(=NC1CC)C1=C(C=CC(=C1)NC(CN1CCN(CC1)C)=O)OCCC)=O 5,6-diethyl-2-[2-n-propoxy-5-(2-(4-methylpiperazin-1-yl)acetamido)phenyl]pyrimidin-4(3H)-one Acetate